tert-butyl (2S)-2-(((2-(2,6-dioxo-1-((2-(trimethylsilyl)ethoxy)methyl)piperidin-3-yl)-1-oxoisoindolin-5-yl)oxy)methyl)pyrrolidine-1-carboxylate O=C1N(C(CCC1N1C(C2=CC=C(C=C2C1)OC[C@H]1N(CCC1)C(=O)OC(C)(C)C)=O)=O)COCC[Si](C)(C)C